4-(4-ethoxy-2-oxo-2,3-dihydro-1H-1,3-benzodiazol-1-yl)piperidine-1-carboxylic acid tert-butyl ester C(C)(C)(C)OC(=O)N1CCC(CC1)N1C(NC2=C1C=CC=C2OCC)=O